(S)-8-(5-chloro-3-fluoropyridin-2-yl)-5-(1-(4-chlorophenyl)ethyl)-N-cyclopropyl-6,9-dioxo-2,5,8-triazaspiro[3.5]nonane-2-carboxamide ClC=1C=C(C(=NC1)N1CC(N(C2(CN(C2)C(=O)NC2CC2)C1=O)[C@@H](C)C1=CC=C(C=C1)Cl)=O)F